COC1=C(CNC2=NC=3C=C(C(=CC3C=3N2N=C(N3)[C@@H]3CC[C@@H](N(C3)C(=O)C3CC(C3)NC(OC(C)(C)C)=O)C)F)OC)C=CC(=C1)OC tert-butyl (3-((2S,5R)-5-(5-((2,4-dimethoxybenzyl)amino)-9-fluoro-8-methoxy[1,2,4]triazolo[1,5-c]quinazolin-2-yl)-2-methylpiperidine-1-carbonyl)cyclobutyl)carbamate